1-(4-bromophenyl)-3-chloropropan-1-ol BrC1=CC=C(C=C1)C(CCCl)O